4,4-difluoro-3-methylpiperidine-1,3-dicarboxylic acid 1-(tert-butyl) ester 3-methyl ester COC(=O)C1(CN(CCC1(F)F)C(=O)OC(C)(C)C)C